1-pentyl-2-butylpyrrolidinium cyanide [C-]#N.C(CCCC)[NH+]1C(CCC1)CCCC